Cl.NC1CC(CC1)(O)C(F)(F)F 3-amino-1-(trifluoromethyl)cyclopentan-1-ol hydrochloride